6-[(5-chloro-2-quinolyl)amino]-3,3-dimethyl-1,4-dihydroquinolin-2-one ClC1=C2C=CC(=NC2=CC=C1)NC=1C=C2CC(C(NC2=CC1)=O)(C)C